8-((4-(3,3-difluoropyrrolidin-1-yl)-2-methylphenyl)amino)-2,3-dihydrobenzo[b][1,4]oxazepin-4(5H)-one FC1(CN(CC1)C1=CC(=C(C=C1)NC=1C=CC2=C(OCCC(N2)=O)C1)C)F